tert-butyl-N-tert-butoxycarbonyl-N-[2-[2-[2-[2-[2-(methylamino)ethoxy]ethoxy]ethoxy]ethoxy]ethyl]carbamate C(C)(C)(C)OC(N(CCOCCOCCOCCOCCNC)C(=O)OC(C)(C)C)=O